ClC1=CC=C2C(=CC(=NC2=C1Cl)NC(CS(=O)(=O)O)CC1=CC=CC=C1)N1C=NC=C1 2-((7,8-Dichloro-4-(1H-Imidazol-1-Yl)Quinolin-2-Yl)Amino)-3-Phenylpropane-1-Sulfonic Acid